3-(5-((1-(2-(4-(4-amino-3-(4-phenoxyphenyl)-1H-pyrazolo[3,4-d]pyrimidin-1-yl)piperidin-1-yl)ethyl)piperidin-4-yl)thio)-1-oxoisoindolin-2-yl)piperidine-2,6-dione NC1=C2C(=NC=N1)N(N=C2C2=CC=C(C=C2)OC2=CC=CC=C2)C2CCN(CC2)CCN2CCC(CC2)SC=2C=C1CN(C(C1=CC2)=O)C2C(NC(CC2)=O)=O